10-amino-7-bromo-2-(4-fluorophenyl)-5H-benzo[e]pyrrolo[1,2-a][1,4]diazepin-11(10H)-one NN1C(C=2N(CC3=C1C=CC(=C3)Br)C=C(C2)C2=CC=C(C=C2)F)=O